(2S,4S)-4-(tert-Butoxycarbonylamino)pyrrolidine-1,2-dicarboxylic acid C(C)(C)(C)OC(=O)N[C@H]1C[C@H](N(C1)C(=O)O)C(=O)O